borate-biphenol potassium [K+].C=1(C(=CC=CC1)C=1C(=CC=CC1)O)O.B([O-])([O-])[O-].[K+].[K+]